3-((2S)-3-(8-(5-cyano-2-methylphenylsulfonyl)-1-oxa-8-azaspiro[4.5]dec-3-ylamino)-2-hydroxypropoxy)-N-methylbenzenesulfonamide C(#N)C=1C=CC(=C(C1)S(=O)(=O)N1CCC2(CC(CO2)NC[C@@H](COC=2C=C(C=CC2)S(=O)(=O)NC)O)CC1)C